C(C)(C)N1N=CC=2C1=NC(=NC2)C(=O)N[C@H]2COC1=C(NC2=O)C(=CC(=C1)F)F 1-isopropyl-N-[(3S)-6,8-difluoro-4-oxo-3,5-dihydro-2H-1,5-benzoxazepine-3-yl]Pyrazolo[3,4-d]Pyrimidine-6-carboxamide